(S)-5-Oxo-2-pyrrolidinecarboxylic acid O=C1CC[C@H](N1)C(=O)O